C(C)(C)(C)[Si](OC1CCNCC1)(C1=CC=CC=C1)C1=CC=CC=C1 tert-butyl-diphenyl-(4-piperidyloxy)silane